CN1N=CC(=C1)NC(=O)[C@H]1N(CCC1)C(=O)OC(C)(C)C tert-Butyl (2S)-2-[(1-methylpyrazol-4-yl)carbamoyl]pyrrolidine-1-carboxylate